N-(3-(phenylamino)allylidene)-4-bromoaniline hydrochloride Cl.C1(=CC=CC=C1)NC=CC=NC1=CC=C(C=C1)Br